zirconium bis(laurate) C(CCCCCCCCCCC)(=O)[O-].C(CCCCCCCCCCC)(=O)[O-].[Zr+2]